(S)-6-bromo-3-(3-(3-methylpyridin-2-yloxy)pyrrolidin-1-yl)pyridinecarboxaldehyde BrC1=CC=C(C(=N1)C=O)N1C[C@H](CC1)OC1=NC=CC=C1C